C(C)(C)(C)OC(=O)N1CC(C(CC1)O)CO 3-(hydroxymethyl)-4-hydroxypiperidine-1-carboxylic acid tert-butyl ester